(azetidin-3-yl)propan-1-ol N1CC(C1)C(CC)O